N-[2-(3,3-difluoropyrrolidin-1-yl)ethyl]-3-[[2-[4-[4-ethoxy-6-[(4-methoxyphenyl)methoxy]-3-pyridyl]-2-fluoro-phenyl]acetyl]amino]-5-(trifluoromethyl)benzamide FC1(CN(CC1)CCNC(C1=CC(=CC(=C1)C(F)(F)F)NC(CC1=C(C=C(C=C1)C=1C=NC(=CC1OCC)OCC1=CC=C(C=C1)OC)F)=O)=O)F